(S)-4-((benzyloxy)carbonyl)-1-(1-phenylcyclohexanecarbonyl)piperazine-2-carboxylic acid C(C1=CC=CC=C1)OC(=O)N1C[C@H](N(CC1)C(=O)C1(CCCCC1)C1=CC=CC=C1)C(=O)O